NC=1C2=C(N(C(N1)=O)C=1C(=NC=CC1)C)N=C(C(=C2)C#N)C2CC2 4-amino-7-cyclopropyl-1-(2-methylpyridin-3-yl)-2-oxo-1,2-dihydropyrido[2,3-d]pyrimidine-6-carbonitrile